C(#N)C=1C=C2C=C(NC2=CC1)C(=O)N(C)[C@H]1COCC=2NC(C=3C=C(C=CC3C21)F)=O (R)-5-cyano-N-(8-fluoro-6-oxo-1,4,5,6-tetrahydro-2H-pyrano[3,4-c]isoquinolin-1-yl)-N-methyl-1H-indole-2-carboxamide